BrC1=NC(=CC(=N1)Br)Br 2,4,6-tribromopyrimidine